CON=C(C)C1=C(C(=CC=C1)N)O 1-(3-amino-2-hydroxyphenyl)ethanone O-methyloxime